ClC=1C(=NC(=NC1)NC1=CC(=CC(=C1)CN1C[C@H](N[C@H](C1)C)C)C1CC1)C1=CNC2=CC(=C(C=C12)O)C 3-(5-chloro-2-((3-cyclopropyl-5-(((3R,5S)-3,5-dimethylpiperazine-1-yl)methyl)phenyl)amino)pyrimidine-4-yl)-6-methyl-1H-indole-5-ol